4-((1R,2S)-1-(5-chloro-7-fluoro-1-(phenylsulfonyl)-1H-indol-3-yl)-1-(4-(trifluoromethoxy)phenyl)pentan-2-yl)-2-fluorobenzoic acid ClC=1C=C2C(=CN(C2=C(C1)F)S(=O)(=O)C1=CC=CC=C1)[C@H]([C@H](CCC)C1=CC(=C(C(=O)O)C=C1)F)C1=CC=C(C=C1)OC(F)(F)F